2,3,4,5,6-pentafluorophenyl 1-azido-3,6,9,12-tetraoxahexadecan-16-oate N(=[N+]=[N-])CCOCCOCCOCCOCCCC(=O)OC1=C(C(=C(C(=C1F)F)F)F)F